(2s,3s,4s,5r)-3-(2-(benzyloxy)-3,4-difluorophenyl)-4,5-dimethyl-5-(trifluoromethyl)tetrahydrofuran-2-carboxylic acid methyl ester COC(=O)[C@H]1O[C@]([C@H]([C@H]1C1=C(C(=C(C=C1)F)F)OCC1=CC=CC=C1)C)(C(F)(F)F)C